2-chloro-3-(difluoromethoxy)-5-(trifluoromethyl)pyridine ClC1=NC=C(C=C1OC(F)F)C(F)(F)F